COC1=CC=C(CN2C(=NC=3C2=NC=CC3)N[C@@H]3C[C@H](CC3)NC3=CC=C(C=N3)N3C(C(=CC=C3)C(F)(F)F)=O)C=C1 6'-(((1S,3S)-3-((3-(4-Methoxybenzyl)-3H-imidazo[4,5-b]pyridin-2-yl)amino)cyclopentyl)amino)-3-(trifluoromethyl)-2H-[1,3'-bipyridin]-2-one